6-[2-(2,2,2-trifluoroethoxy)pyrimidin-5-yl]-2,3-dihydropyridazin-3-one FC(COC1=NC=C(C=N1)C=1C=CC(NN1)=O)(F)F